NC[C@H](CO)F (R)-3-amino-2-fluoropropane-1-ol